CC(=CC)C1=C(C2=CC=CC=C2C=C1)C1=C(C=CC=C1)P(C1=CC=CC=C1)C1=CC=CC=C1 (2-(2-(but-2-en-2-yl)naphthalen-1-yl)phenyl)diphenylphosphine